7-hydroxy-2',4',8-trimethoxyisoflavan OC1=CC=C2CC(COC2=C1OC)C1=C(C=C(C=C1)OC)OC